N[C@H]1CCC[C@H](C(NC=2C=NN(C2C=2C=CN=C1C2)C)=O)C(C)C (9S,13S)-13-amino-3-methyl-9-(propan-2-yl)-3,4,7,15-tetraazatricyclo[12.3.1.02,6]Octadeca-1(18),2(6),4,14,16-pentaen-8-one